Cl.C(=C)[C@H]1NCCOC1 (R)-3-vinylmorpholine hydrochloride